Cl.Cl.FC1=CC=C(C=C1)C1=CC=CC(=N1)C=1NC2=C(N1)C=CC(=C2)C(=N)N 2-(6-(4-fluorophenyl)pyridin-2-yl)-benzo[d]imidazole-5-carboxamidine dihydrochloride